niobium-tantalum [Ta].[Nb]